C(C)C(CC)OC(=O)N1CCCC1 N-(1-ethylpropoxycarbonyl)pyrrolidine